C(C)(C)(C)OC(=O)N1CC(C1)C1=NC(=CC=C1)Cl 3-(6-chloropyridin-2-yl)azetidine-1-carboxylic acid tert-butyl ester